OC1(CN(C1)C=1OC2=C(N1)C=C(C=C2)NC(=O)C=2C=CC1=C(CCO1)C2)C 2,3-dihydro-benzofuran-5-carboxylic acid [2-(3-hydroxy-3-methyl-azetidin-1-yl)-benzooxazol-5-yl]-amide